FC1=C(C(=C(C=C1C1=NN(C2=NC(=NC=C21)N2CCC1(CCN1)CC2)C)C(F)(F)F)F)O 2,6-Difluoro-3-(1-methyl-6-(1,7-diazaspiro[3.5]nonan-7-yl)-1H-pyrazolo[3,4-d]pyrimidin-3-yl)-5-(trifluoromethyl)phenol